4-chloro-3-cyano-N-(4-fluoro-3-nitrophenyl)benzamide ClC1=C(C=C(C(=O)NC2=CC(=C(C=C2)F)[N+](=O)[O-])C=C1)C#N